COC=1C=C(C=CC1)C1N(CCCC1)C(=O)C=1N=C(C2=C(N1)OC(=C2)C)NC2(CC2)C [2-(3-methoxyphenyl)piperidine-1-carbonyl]-6-methyl-N-(1-methylcyclopropyl)furo[2,3-d]pyrimidin-4-amine